N-(5-bromo-2,3-dihydro-1H-inden-2-yl)pyridin-2-amine BrC=1C=C2CC(CC2=CC1)NC1=NC=CC=C1